C1(=C(C=CC=C1)[C@H]1N(CCC1)C=1C(=NC=CC1)C(=O)N)C ((S)-2-(o-tolyl)pyrrolidin-1-yl)picolinamide